C(N)(OCC1=C(C=CC=2C3=CC=C(C=C3CC12)[Si](C)(C)C)[Si](C)(C)C)=O 2,7-bis(trimethylsilyl)fluorenylmethyl carbamate